3-fluoro-5-((3aS,7aR)-7a-fluoro-1-oxooctahydro-2H-pyrrolo[3,4-c]pyridin-2-yl)benzoic acid FC=1C=C(C(=O)O)C=C(C1)N1C[C@@H]2CNCC[C@@]2(C1=O)F